The molecule is a member of the class of polyphenols consisting of a methylcyclohexene ring attached to a 2,4-dihydroxyphenyl, 2,4-dihydroxybenzoyl and trihydroxyflavanone moieties at positions 5'', 4'' and 3'' respectively (the 2S,3''R,4''R,5''S stereoisomer). Regarded biogenetically as a Diels-Alder adduct, it is isolated from the stem barks of Morus macroura and exhibits antioxidant activity. It has a role as an antioxidant and a plant metabolite. It is a polyphenol, a trihydroxyflavanone, an aromatic ketone and a member of 4'-hydroxyflavanones. CC1=C[C@H]([C@@H]([C@H](C1)C2=C(C=C(C=C2)O)O)C(=O)C3=C(C=C(C=C3)O)O)C4=C(C=C(C(=C4)[C@@H]5CC(=O)C6=C(O5)C=C(C=C6)O)O)O